(±)-2,4-dimethyl-3-cyclohexene-1-carbaldehyde CC1C(CCC(=C1)C)C=O